N1(N=CN=C1)S(=O)(=O)C1=CC=C2CN(C(C2=C1)=O)C1C(NC(CC1)=O)=O 3-(6-((1H-1,2,4-triazol-1-yl)sulfonyl)-1-oxoisoindolin-2-yl)piperidine-2,6-dione